FC1=CC=CC2=C1N(C(=N2)C=2C(=NON2)N)CN2CN=CC=C2 4-[7-fluoro-1-(pyrimidin-3-ylmethyl)benzoimidazol-2-yl]-1,2,5-oxadiazol-3-amine